6-[1,1-bis(trideuteriomethyl)but-3-enylamino]-3-nitro-5-(trifluoromethyl)pyridine-2-carbohydrazide [2H]C(C(CC=C)(C([2H])([2H])[2H])NC1=C(C=C(C(=N1)C(=O)NN)[N+](=O)[O-])C(F)(F)F)([2H])[2H]